FC1(CC(C1)C=1C=CC(=NC1F)C(NC(=O)C1N(CC(C1)F)C(CC=1C(N(C=C(C1)C)CC)=O)=O)C1=CC=CC=C1)F N-{[5-(3,3-difluorocyclobutyl)-6-fluoropyridin-2-yl](phenyl)methyl}-1-[2-(1-ethyl-5-methyl-2-oxo-1,2-dihydropyridin-3-yl)acetyl]-4-fluoropyrrolidine-2-carboxamide